FC(C#N)(SC1=CC=CC=C1)OC1=CC=CC=C1 2-fluoro-2-phenoxy-2-(phenylthio)acetonitrile